C(=C)(C)C1CCN(CC1)C(=O)OC(C)(C)C tert-Butyl 4-isopropenylpiperidine-1-carboxylate